COC(C1=C(C=CC=C1)[C@@H]1C([C@@H]2[C@@H](OC(O2)(C)C)O1)=O)=O ((3aR,5R,6aS)-2,2-dimethyl-6-oxotetrahydrofuro[2,3-d][1,3]dioxol-5-yl)benzoic acid methyl ester